2-(3-cyanophenyl)-N-[(S)-cyclohexyl-({4-[(2S,3R)-3-(2-cyclopropylacetamido)-4-(4-methylpiperazin-1-yl)-4-oxobutan-2-yl]-2-fluorophenyl}carbamoyl)methyl]-2,2-difluoroacetamide C(#N)C=1C=C(C=CC1)C(C(=O)N[C@H](C(NC1=C(C=C(C=C1)[C@H](C)[C@H](C(=O)N1CCN(CC1)C)NC(CC1CC1)=O)F)=O)C1CCCCC1)(F)F